6-bromo-2-[4-cyclopropyl-6-(difluoromethoxy)pyrimidin-5-yl]-8H-pyrido[2,3-d]pyrimidin-7-one BrC1=CC2=C(N=C(N=C2)C=2C(=NC=NC2OC(F)F)C2CC2)NC1=O